C(C)(C)(C)OC(=O)N1CCC(CC1)CCN1CCN(CC1)C(=O)OCC1=CC=CC=C1 benzyl 4-(2-{1-[(tert-butoxy)carbonyl]piperidin-4-yl}ethyl)piperazine-1-carboxylate